C1=CC=C(C=C1)C2=C(C(=CC=C2)O)O The molecule is a member of the class of hydroxybiphenyls that is 1,1'-biphenyl substituted by hydroxy groups at positions 2 and 3. It is a member of catechols and a member of hydroxybiphenyls.